1,2-dicarboxyl-naphthalene C(=O)(O)C1=C(C=CC2=CC=CC=C12)C(=O)O